2,3-difluoro-5-phenylsulfanylbenzene FC1=CC=C(C=C1F)SC1=CC=CC=C1